NC1=C(C2=CC=CC(=C2C=C1)Br)C1=C(C(=O)N)C=CC(=C1)F (2-amino-5-bromonaphthalen-1-yl)-4-fluorobenzamide